(2R,4S)-N-((S)-1-((4-((Z)-N'-HYDROXYCARBAMIMIDOYL)BENZYL)AMINO)-1-OXOPROPAN-2-YL)-4-PHENYLPIPERIDINE-2-CARBOXAMIDE DI-TRIFLUOROACETATE SALT FC(C(=O)O)(F)F.FC(C(=O)O)(F)F.O\N=C(/N)\C1=CC=C(CNC([C@H](C)NC(=O)[C@@H]2NCC[C@@H](C2)C2=CC=CC=C2)=O)C=C1